1,3-dihydroxypropan-2-yl pentadecanoate C(CCCCCCCCCCCCCC)(=O)OC(CO)CO